COC=1C=C(C(=O)C(=O)O)C=CC1 3-methoxybenzoyl-carboxylic acid